(neopentyl-cyclopentadienyl)tris(dimethylamino)titanium C(C(C)(C)C)C1(C=CC=C1)[Ti](N(C)C)(N(C)C)N(C)C